COC1=CC=C2C(C(CS(C2=C1)(=O)=O)C(C(=O)OCC)=O)=O Ethyl 2-(7-methoxy-1,1-dioxido-4-oxothiochroman-3-yl)-2-oxoacetate